[Mo].[Mo].[Si] silicon dimolybdenum